ClC1=C(C(=O)NC2=CC=CC=3OC(OC32)(F)F)C=CC(=N1)CS(=O)(=O)C 2-chloro-N-(2,2-difluorobenzo[d][1,3]dioxol-4-yl)-6-[(methylsulfonyl)methyl]nicotinamide